O=C1N(CCC1)C1=CC=C(C=C1)C=1C=CC=NC1 5-(4-(2-oxopyrrolidin-1-yl)phenyl)pyridin